O1C2=C(OCC1)C=C(C=C2)CN2C(C=CC=C2)=O 1-((2,3-dihydrobenzo[b][1,4]dioxin-6-yl)methyl)pyridin-2(1H)-one